FC=1C(=C(C=CC1)[C@@H]1NC(NC(=C1C(=O)OCC)C)=O)C Ethyl (4S)-4-(3-fluoro-2-methyl-phenyl)-6-methyl-2-oxo-3,4-dihydro-1H-pyrimidine-5-carboxylate